C(C)(C)(C)OC(=O)N1C(CC(CC1)O)(C)C1=CC=C(C=C1)Br (4-bromophenyl)-4-hydroxy-2-methylpiperidine-1-carboxylic acid tert-butyl ester